The molecule is an organophosphate oxoanion that is the dianion of 2'-deoxy-2-hydroxyadenosine 5'-monophosphate arising from deprotonation of both OH groups of the phosphate. It is a conjugate base of a 2-hydroxy-dAMP. C1[C@@H]([C@H](O[C@H]1N2C=NC3=C(NC(=O)N=C32)N)COP(=O)([O-])[O-])O